C(CCCC)C1(CCCCC1)CCCCC dipentyl-cyclohexane